(1r,5s,8s)-3-(6-methylpyrimidin-4-yl)-3-azabicyclo[3.2.1]octane-8-amine CC1=CC(=NC=N1)N1C[C@H]2CC[C@@H](C1)C2N